4-isopropyl-2-((1R*,2R*)-2-methylcyclohexyl)isoquinolin-1(2H)-one C(C)(C)C1=CN(C(C2=CC=CC=C12)=O)[C@H]1[C@@H](CCCC1)C |o1:14,15|